(S)-2-((((9H-fluoren-9-yl)methoxy)carbonyl)amino)-3-cyanopropanoic acid C1=CC=CC=2C3=CC=CC=C3C(C12)COC(=O)N[C@H](C(=O)O)CC#N